COC(C1=C(C=C(C=C1)F)OC=1C=C2C(=NC1O[C@@H](C)CCCO)NC=C2)=O (S)-4-fluoro-2-((6-((5-hydroxypentan-2-yl)oxy)-1H-pyrrolo[2,3-b]pyridin-5-yl)oxy)benzoic acid methyl ester